7-oxa-1-azaspiro[4.4]nonan N1CCCC12COCC2